5-(4-(morpholino(oxazol-5-yl)methyl)phenyl)-2-oxo-6-(trifluoromethyl)-1,2-dihydropyridine-3-carboxamide O1CCN(CC1)C(C1=CC=C(C=C1)C=1C=C(C(NC1C(F)(F)F)=O)C(=O)N)C1=CN=CO1